N-(2-(2-(2-amino-2-oxoethoxy)ethyl)-6-(4-fluorophenyl)-2H-indazol-5-yl)-2-(3-aminophenyl)thiazole-4-carboxamide NC(COCCN1N=C2C=C(C(=CC2=C1)NC(=O)C=1N=C(SC1)C1=CC(=CC=C1)N)C1=CC=C(C=C1)F)=O